FC1=C(O[P@@](=O)(OC2=CC=CC=C2)N[C@@H](C)C(=O)OC(C)C)C(=C(C(=C1F)F)F)F isopropyl ((S)-(perfluorophenoxy) (phenoxy)phosphoryl)-L-alaninate